4-vinyl-aniline C(=C)C1=CC=C(N)C=C1